Cl.CCCCCCN Hexane-6-amine hydrochloride